3,5,6-trimethylphenylboron CC=1C=C(C(=C(C1)C)C)[B]